4-(4,4,5,5-tetramethyl-1,3,2-dioxaborolan-2-yl)pyrazole CC1(OB(OC1(C)C)C=1C=NNC1)C